C(C)(C)(CC(C)(C)C)N t-octylamine